6-Bromo-N-(1-ethylpiperidin-4-yl)-2-{4-[4-(methoxyacetyl)piperazin-1-yl]phenyl}-3H-imidazo[4,5-b]pyridin-7-amine BrC=1C(=C2C(=NC1)NC(=N2)C2=CC=C(C=C2)N2CCN(CC2)C(COC)=O)NC2CCN(CC2)CC